(22R)-2beta,3beta,14,22-tetrahydroxy-5beta-cholest-7-en-6-one O[C@@H]1[C@@H](C[C@H]2C(C=C3[C@@]4(CC[C@H]([C@@H]([C@@H](CCC(C)C)O)C)[C@]4(CC[C@@H]3[C@]2(C1)C)C)O)=O)O